2-(2,6-dioxopiperidin-3-yl)-5-((1-(pyrrolidin-3-ylmethyl)piperidin-4-yl)oxy)isoindoline-1,3-dione hydrochloride Cl.O=C1NC(CCC1N1C(C2=CC=C(C=C2C1=O)OC1CCN(CC1)CC1CNCC1)=O)=O